(S)-8-(4-bromophenyl)hexahydropyrazino[2,1-c][1,4]oxazin-4(3H)-one BrC1=CC=C(C=C1)N1C[C@H]2COCC(N2CC1)=O